BrN[C@@H](CC1=CC=C(C=C1)O)C(=O)O bromo-tyrosine